proline isobutyrate C(C(C)C)(=O)O.N1[C@@H](CCC1)C(=O)O